CN1N=C(C(=C1)C=1C2=C(N=CN1)C=C(C(=N2)C2C1(CC2C1)C(=O)N)C#CCN1CCOCC1)C1=CC=CC=C1 (4-(1-methyl-3-phenyl-1H-pyrazol-4-yl)-7-(3-morpholinoprop-1-yn-1-yl)pyrido[3,2-d]pyrimidin-6-yl)bicyclo[1.1.1]pentane-1-carboxamide